C[Bi](C)(C)(C)N[Bi](C)(C)(C)C bis(tetramethyl-λ5-bismuthanyl)amine